NC1=CC=C(OC2=C(C=C(C=C2)C2=C(C=CC=C2)N)CCC)C=C1 4-(4-aminophenoxy)-3-propylphenylbenzenamine